[N+](=O)([O-])C=1C(=CC(=NC1)NC12CCC(CC1)(CC2)NC([O-])=O)NCC(F)(F)F N-[4-({5-nitro-4-[(2,2,2-trifluoroethyl)amino]pyridin-2-yl}amino)bicyclo[2.2.2]octan-1-yl]carbamate